FC=1C=CC=2N(C1)C(=C(N2)C2=CC=CC=C2)I 6-fluoro-3-iodo-2-phenylimidazo[1,2-a]pyridine